FC(C(=O)C=1SC=CC1)(I)F 2,2-difluoro-2-iodo-1-(thiophen-2-yl)ethan-1-one